5-(3-(1,4-diazacycloheptan-1-yl)azetidin-1-yl)-2-(3,4-dimethoxyphenyl)-3-isopropyl-1H-indole N1(CCNCCC1)C1CN(C1)C=1C=C2C(=C(NC2=CC1)C1=CC(=C(C=C1)OC)OC)C(C)C